N-([2S]-2-methylbutyl)amide C[C@H](C[NH-])CC